(2-(aminomethyl)-5-chlorophenyl)dimethylphosphine oxide NCC1=C(C=C(C=C1)Cl)P(C)(C)=O